N1(CCOCC1)C(=O)C1N(CCC1)C(=O)[O-] 2-(morpholine-4-carbonyl)pyrrolidine-1-carboxylate